NC1=C(N=C(S1)C1=C(C(=CC=C1F)OC)F)C(=O)NC=1C(=C2C(=NC1)[C@@H](CC2)O)N2C[C@H](CCC2)N 5-amino-N-{4-[(3S)-3-aminopiperidin-1-yl]-(7R)-7-hydroxy-6,7-dihydro-5H-cyclopenta[b]pyridin-3-yl}-2-(2,6-difluoro-3-methoxyphenyl)-1,3-thiazole-4-carboxamide